C(C)(C)(C)OC(=O)N1C(CC1)CCC=1C=CC(=C(C(=O)O)C1)C 5-(2-(1-(tert-butoxycarbonyl)azetidin-2-yl)ethyl)-2-methylbenzoic acid